amino-2-chloro-6-fluorobenzoic acid methyl ester COC(C1=C(C(=CC=C1F)N)Cl)=O